4-Aminobutyl-trimethoxysilan NCCCC[Si](OC)(OC)OC